(S)-1-(2-(2-((3,3-dimethyl-1-oxo-1,3-dihydroisobenzofuran-5-yl)amino)-4-((2-hydroxy-1-phenylethyl)amino)pyrimidine-5-carbonyl)hydrazinecarbonyl)cyclopropyl-3,3-difluoroazetidine CC1(OC(C2=CC=C(C=C12)NC1=NC=C(C(=N1)N[C@H](CO)C1=CC=CC=C1)C(=O)NNC(=O)C1(CC1)N1CC(C1)(F)F)=O)C